Cl.Cl.C1(CCC1)N[C@H]1CN(CC1)C=1N=NC(=CN1)C1=C(C=C(C=C1)C=1C=NNC1)O 2-{3-[(3R)-3-(cyclobutylamino)pyrrolidin-1-yl]-1,2,4-triazin-6-yl}-5-(1H-pyrazol-4-yl)phenol dihydrochloride